(2-(2,6-dioxopiperidin-3-yl)-3-oxoisoindolin-5-yl)methyl (3,5-difluoro-4-methylphenyl)carbamate FC=1C=C(C=C(C1C)F)NC(OCC=1C=C2C(N(CC2=CC1)C1C(NC(CC1)=O)=O)=O)=O